1-(Benzo[d][1,3]dioxol-5-yl)-3-hydroxy-2-methylpropan-1-one O1COC2=C1C=CC(=C2)C(C(CO)C)=O